C(CCC)S(=O)C1=C(C=2C(=NC(=CC2C2=CN=C(N2C)C2CC2)C=2SC=CN2)S1)N 2-(butylsulfinyl)-4-(2-cyclopropyl-1-methyl-1H-imidazol-5-yl)-6-(thiazol-2-yl)thieno[2,3-b]pyridin-3-amine